F[C@@]12CN(C[C@H]2[C@@H]1NC=1C=2N(C=CC1)C(=C(N2)C#CCNC=2C=C(C(=O)NC)C=CC2OC)SC(F)(F)F)C 3-((3-(8-(((1S,5S,6S)-1-fluoro-3-methyl-3-azabicyclo[3.1.0]hexan-6-yl)amino)-3-((trifluoromethyl)thio)imidazo[1,2-a]pyridin-2-yl)prop-2-yn-1-yl)amino)-4-methoxy-N-methylbenzamide